4-(2,6-difluoro-4-nitrophenoxy)-1-{[2-(trimethylsilyl)ethoxy]methyl}1H-pyrrolo[2,3-b]pyridine-3-carbaldehyde FC1=C(OC2=C3C(=NC=C2)N(C=C3C=O)COCC[Si](C)(C)C)C(=CC(=C1)[N+](=O)[O-])F